4-(((7-bromo-2-methyl-4-oxo-3,4-dihydroquinazolin-6-yl)methyl)(prop-2-yn-1-yl)amino)-N-(pyridin-3-ylmethyl)benzamide BrC1=C(C=C2C(NC(=NC2=C1)C)=O)CN(C1=CC=C(C(=O)NCC=2C=NC=CC2)C=C1)CC#C